FC=1C=C2C(=C(/C(/C2=CC1)=C/C1=CC=C(C=C1)N(C)C)C)C(C(=O)O)C (Z)-2-(5-fluoro-1-(4-dimethylaminobenzylidene)-2-methyl-1H-inden-3-yl)propionic acid